ClC1=C(N=C(S1)NS(=O)(=O)C1=C(C=C(C=N1)NC(C)=O)C)C1=CC(=C(C=C1)F)Cl N-(6-(N-(5-chloro-4-(3-chloro-4-fluorophenyl)thiazol-2-yl)sulfamoyl)-5-methylpyridin-3-yl)acetamide